BrC1=C(C=NC=2NC=3CC(N(C(C3C(C21)(C2=CC=CC=C2)C)=O)C)(C)C)I 4-bromo-3-iodo-5,7,8,8-tetramethyl-5-phenyl-5,8,9,10-tetrahydropyrido[2,3-b][1,6]naphthyridin-6(7H)-one